C(C)OB1OB(OB(O1)OCC)OCC triethoxy-boroxine